N[C@H](C1(CCCC1)C(=O)OC)C1=C(C=C(C(=C1)F)Br)OC methyl 1-[(S)-amino(4-bromo-5-fluoro-2-methoxyphenyl)methyl]cyclopentane-1-carboxylate